C(C)(SC1CCC(CC1)C=1C=NN2C1C=CC(=C2)C=2C=NN(C2)C)=O S-(4-(6-(1-methyl-1H-pyrazol-4-yl)pyrazolo[1,5-a]pyridin-3-yl)cyclohexyl) ethanethioate